CC1(CC(C1)NC1=NN2C(C=N1)=C(C=C2)C=2C=NC=1N(C2)C(=CN1)CC)C N-(3,3-dimethylcyclobutyl)-5-(3-ethylimidazo[1,2-a]pyrimidin-6-yl)pyrrolo[2,1-f][1,2,4]triazin-2-amine